tetradecyldiethyl-(3-trimethoxysilylpropyl)ammonium chloride [Cl-].C(CCCCCCCCCCCCC)[N+](CCC[Si](OC)(OC)OC)(CC)CC